2-(2-chlorobenzyl)-N-(3-ethoxypropyl)-8-methyl-4,5-dihydro-2H-furo[2,3-g]indazole-7-carboxamide ClC1=C(CN2N=C3C4=C(CCC3=C2)OC(=C4C)C(=O)NCCCOCC)C=CC=C1